BrC1=CC=C(C=C1)C(O)(C1=CC=CC=C1)C(O)(C1=CC=CC=C1)C1=CC=CC=C1 4-bromobenzopinacol